BrC1=CC(=NC(=C1)C(NC(CF)C)=O)NC(=S)NC(OCC)=O Ethyl ({4-bromo-6-[(1-fluoropropan-2-yl)carbamoyl]pyridin-2-yl}carbamothioyl)carbamate